1-(3-([1,1'-biphenyl]-4-carbonyl)-2-([1,1'-biphenyl]-4-yl)indolizin-1-yl)pyridin-2(1H)-one C1(=CC=C(C=C1)C(=O)C1=C(C(=C2C=CC=CN12)N1C(C=CC=C1)=O)C1=CC=C(C=C1)C1=CC=CC=C1)C1=CC=CC=C1